1-chloro-4-iodo-2-methoxy-5-(1-methylcyclopropyl)benzene ClC1=C(C=C(C(=C1)C1(CC1)C)I)OC